[N-](S(=O)(=O)C(F)(F)F)S(=O)(=O)C(F)(F)F.C(CC)N1CC=C(C=C1)C 1-propyl-4-methylpyridine bistrifluoromethanesulfonimide salt